((1R,4R,7R)-7-amino-2-azabicyclo[2.2.1]heptan-2-yl)(2-(1-(cyclopropylmethyl)-7-((3,5-dimethyl-1H-pyrazol-4-yl)amino)-1H-indol-2-yl)-7-methoxy-1-methyl-1H-benzo[d]imidazol-5-yl)methanone N[C@H]1[C@@H]2N(C[C@H]1CC2)C(=O)C2=CC1=C(N(C(=N1)C=1N(C3=C(C=CC=C3C1)NC=1C(=NNC1C)C)CC1CC1)C)C(=C2)OC